C(C)(C)(C)NC(=O)C1=NC=CC=C1 N-tert-butyl-pyridine-2-carboxamide